2-methyl-4-cumyl-6-ethyl-Phenol CC1=C(C(=CC(=C1)C(C)(C)C1=CC=CC=C1)CC)O